3-acetoxy-2,2,4-trimethylpentyl isobutyrate C(C(C)C)(=O)OCC(C(C(C)C)OC(C)=O)(C)C